Cl.Cl.FC1(CCC(CC1)N1C[C@H](CC1)N1N=CC(=C1)CN)F (S)-(1-(1-(4,4-difluorocyclohexyl)pyrrolidin-3-yl)-1H-pyrazol-4-yl)methylamine dihydrochloride